5-bromo-7-fluoro-2-methyl-indazole BrC1=CC2=CN(N=C2C(=C1)F)C